N-((2-(2,6-dioxopiperidin-3-yl)-1-oxoisoindol-5-yl)methyl)heptanamide O=C1NC(CCC1N1C(C2=CC=C(C=C2C1)CNC(CCCCCC)=O)=O)=O